[2-methyl-1-(2-methyl-4-propan-2-yloxyphenyl)-1-oxopropan-2-yl]thiophene-2-carboxamide CC(C(=O)C1=C(C=C(C=C1)OC(C)C)C)(C)C1=C(SC=C1)C(=O)N